(2S,2'S,αR)-2-Methyl-N-(2-methylbutyl)-N-(α-phenylethyl)butanamide C[C@H](C(=O)N([C@H](C)C1=CC=CC=C1)CC(CC)C)CC